2-iodo-N-((1R,4R)-4-morpholinocyclohexyl)-1-(phenylsulfonyl)-1H-indol-4-amine IC=1N(C=2C=CC=C(C2C1)NC1CCC(CC1)N1CCOCC1)S(=O)(=O)C1=CC=CC=C1